methyl 4-amino-7-(trifluoromethyl)-1-(4-aminophenyl)-2-oxo-pyrido[3,2-b]pyridin-3-carboxylate NC=1C2=C(N(C(C1C(=O)OC)=O)C1=CC=C(C=C1)N)C=C(C=N2)C(F)(F)F